2-(4-{2-[(2,3-dihydro-1H-inden-2-yl)amino]pyrimidin-5-yl}piperidin-1-yl)-1-{1H,4H,5H,6H,7H-[1,2,3]triazolo[4,5-c]pyridin-5-yl}ethan-1-one C1C(CC2=CC=CC=C12)NC1=NC=C(C=N1)C1CCN(CC1)CC(=O)N1CC2=C(CC1)NN=N2